N-[4-(4-amino-2-butyl-7-methylthieno[3,2-b]imidazo[4,5-d]pyridin-1-yl)butyl]-4-(hydroxymethyl)cyclohexyl-carboxamide NC1=C2C(=C3C(=N1)C=C(S3)C)N(C(=N2)CCCC)CCCCNC(=O)C2CCC(CC2)CO